C1C(CC2=CC=CC=C12)OCC1=C(C=CC(=C1)NC1(NCOC1)C(=O)O)C1=CC(=C(C(=C1)OC)C)OC 4-({2-[(2,3-dihydro-1H-inden-2-yloxy)methyl]-3',5'-dimethoxy-4'-methyl-[1,1'-biphenyl]-4-yl}amino)oxazolidine-4-carboxylic acid